FC(C=1N=CC=2N(C1)C(=CN2)C2=NC=CC(=N2)N2CC(CCC2)S(=O)(=O)N)F 1-(2-(6-(Difluoromethyl)imidazo[1,2-a]pyrazin-3-yl)pyrimidin-4-yl)piperidine-3-sulfonamide